ClC1=CC=C(C(=O)NC23CC(C2)(C3)N3C=NC=2C3=C3C(=NC2)NC=C3)C=C1 4-Chloro-N-(3-(imidazo[4,5-d]pyrrolo[2,3-b]pyridin-1(6H)-yl)bicyclo[1.1.1]pentan-1-yl)benzamide